C(C\C=C/CC)OC=O formic acid (Z)-3-hexenyl ester